2-[(E)-{[(2R)-1-(1H-imidazol-4-yl)propan-2-yl]imino}(phenyl)methyl]phenol N1C=NC(=C1)C[C@@H](C)\N=C(\C1=C(C=CC=C1)O)/C1=CC=CC=C1